4-{2-bromo-4-[2-fluoro-4-(2-pentyl-2,3-dihydro-1H-inden-5-yl)phenyl]-6-methoxyphenoxy}butan-1-ol BrC1=C(OCCCCO)C(=CC(=C1)C1=C(C=C(C=C1)C=1C=C2CC(CC2=CC1)CCCCC)F)OC